FC(C1(OC(C(O1)F)F)C(F)(F)F)(F)F 2,2-bis(trifluoromethyl)-4,5-difluoro-1,3-dioxolane